FC([C@H]1N(C(OC1)=C=O)C=1N=C2N(CCOC3=C2C=CC(=C3)S[C@H](C(=O)N)C)C1)F (S)-2-((2-((S)-4-(difluoromethyl)-2-carbonyloxazolidin-3-yl)-5,6-dihydrobenzo[f]imidazo[1,2-d][1,4]oxazepin-9-yl)thio)propanamide